1-(bis(4-methoxybenzyl)amino)-3-((tert-butyldimethylsilyl)oxy)propan-2-ol COC1=CC=C(CN(CC(CO[Si](C)(C)C(C)(C)C)O)CC2=CC=C(C=C2)OC)C=C1